methyl (S)-2-((((9H-fluoren-9-yl)methoxy)carbonyl)amino)-4-((tert-butoxycarbonyl)amino)butanoate C1=CC=CC=2C3=CC=CC=C3C(C12)COC(=O)N[C@H](C(=O)OC)CCNC(=O)OC(C)(C)C